1-(4-morpholinebenzyl)butanone N1(CCOCC1)C1=CC=CC=C1CCC(CC)=O